C(CC1=CC=CC=C1)[Si](CCC1=CC=CC=C1)(CCC1=CC=CC=C1)O[Cr](=O)(=O)O[Si](CCC1=CC=CC=C1)(CCC1=CC=CC=C1)CCC1=CC=CC=C1 bis-triphenethylsilylchromate